(E)-1-methoxy-3-methyl-urea CONC(=O)NC